6-fluoro-N-(2-fluoroethyl)-5-(piperazin-1-yl)picolinamide FC1=C(C=CC(=N1)C(=O)NCCF)N1CCNCC1